C(N)(=N)[C@@]1([C@H](O)[C@H](O)[C@@H](CO)O1)N1C=NC=2C(O)=NC=NC12 guanylinosine